Sodium (S)-(4-((5,7-difluorochroman-4-yl)oxy)-6-(dimethylcarbamoyl)-2-methyl-1H-benzo[d]Imidazol-1-yl)methyl phosphate P(=O)(OCN1C(=NC2=C1C=C(C=C2O[C@H]2CCOC1=CC(=CC(=C21)F)F)C(N(C)C)=O)C)([O-])[O-].[Na+].[Na+]